CC1=CC=CC=C1CCN 2-(o-tolyl)ethylamine